OC(=O)C(F)(F)F.ClC=1C(=C2C(=NC1C)CNC2C)C 3-chloro-2,4,5-trimethyl-6,7-dihydro-5H-pyrrolo[4,3-b]pyridine TFA salt